2-nitro-3-methoxy-4-(3-morpholinopropoxy)benzoic acid methyl ester COC(C1=C(C(=C(C=C1)OCCCN1CCOCC1)OC)[N+](=O)[O-])=O